OC1=C(C=C(C2=C1CCO2)CC2=CC=C(C=C2)C=2N=NN(C2)C)C(=O)N[C@H]2CCOC[C@@H]2O 1,5-anhydro-2,3-dideoxy-3-(((4-hydroxy-7-(4-(1-methyl-1H-1,2,3-triazol-4-yl)benzyl)-2,3-dihydro-1-benzofuran-5-yl)carbonyl)amino)-L-threo-pentitol